NCCCN1CCN(CC1)C 1-(3-aminopropyl)4-methylpiperazine